tributyl 1,3,5-benzenetricarboxylate C1(=CC(=CC(=C1)C(=O)OCCCC)C(=O)OCCCC)C(=O)OCCCC